Glutaminyl-ethyl-imidazole N[C@@H](CCC(N)=O)C(=O)C=1N=C(NC1)CC